N-(3-(3-methoxyphenyl)-1H-pyrazol-5-yl)-4-morpholinopyrido[3',2':4,5]furo[3,2-d]pyrimidin-2-amine hydrochloride Cl.COC=1C=C(C=CC1)C1=NNC(=C1)NC=1N=C(C2=C(N1)C1=C(O2)N=CC=C1)N1CCOCC1